tert-butyl 5-(2-(dicyanomethylene) hydrazino)-2-(dimethylcarbamoyl)-1H-pyrrolo[2,3-b]pyridine-1-carboxylate C(#N)C(=NNC=1C=C2C(=NC1)N(C(=C2)C(N(C)C)=O)C(=O)OC(C)(C)C)C#N